OC(C(=O)OC)C1=CC=CC2=C1N=C(S2)C Methyl 2-hydroxy-2-(2-methyl-1,3-benzothiazol-4-yl)acetate